dimannopyranosyl-α-aminoethyl mannopyranoside O(C1[C@@H](O)[C@@H](O)[C@H](O)[C@H](O1)CO)C(C(C1[C@@H](O)[C@@H](O)[C@H](O)[C@H](O1)CO)C1[C@@H](O)[C@@H](O)[C@H](O)[C@H](O1)CO)N